trans-8'-Bromo-3-(dimethylamino)-7'-fluoro-3'-methylspiro[cyclobutane-1,1'-pyrrolo[2,3-c]quinolin]-2'(3'H)-one BrC1=CC=2C3=C(C=NC2C=C1F)N(C(C31CC(C1)N(C)C)=O)C